tert-Butyl 6-((2-fluoro-4-(trifluoromethyl)phenyl)sulfonyl)-2,6-diazaspiro[3.3]heptane-2-carboxylate FC1=C(C=CC(=C1)C(F)(F)F)S(=O)(=O)N1CC2(CN(C2)C(=O)OC(C)(C)C)C1